C(C)(=O)NC(C(=O)OC)C(C)(SSC(=O)OC1=CC=C(C=C1)C)C Methyl 2-acetamido-3-methyl-3-(((p-tolyloxy)carbonyl)disulfaneyl)butanoate